iridium (III) tris[(dibenzofuranylmethylimidazoline)] C1(=CC=CC=2OC3=C(C21)C=CC=C3)CN3C=NCC3.C3(=CC=CC=2OC1=C(C23)C=CC=C1)CN1C=NCC1.C1(=CC=CC=2OC3=C(C21)C=CC=C3)CN3C=NCC3.[Ir+3]